2-[(1-{4-[(1R)-1-(4-Acryloylpiperazin-1-yl)propyl]phenyl}cyclopropyl)amino]-8-(propan-2-yl)pyrido[2,3-d]pyrimidin-7(8H)-on C(C=C)(=O)N1CCN(CC1)[C@H](CC)C1=CC=C(C=C1)C1(CC1)NC=1N=CC2=C(N1)N(C(C=C2)=O)C(C)C